C(C)(C)(C)OC(=O)NCC1=CC=CC(=N1)C(=O)O 6-(((Tert-Butoxycarbonyl)amino)methyl)picolinic acid